C1(CC1)C1=CC(=NN1)NC1=NC(=NC=C1)N(C1CCC(CC1)NC(CN1N=C(N=N1)C)=O)C N-((1R,4R)-4-((4-((5-cyclopropyl-1H-pyrazol-3-yl)amino)pyrimidin-2-yl)(methyl)amino)cyclohexyl)-2-(5-methyl-2H-tetrazol-2-yl)acetamide